N-(3-chloro-2-fluorophenyl)-7-((7-methyl-2-oxa-5-azaspiro[3.4]octan-7-yl)ethynyl)-6-nitroquinazolin-4-amine ClC=1C(=C(C=CC1)NC1=NC=NC2=CC(=C(C=C12)[N+](=O)[O-])C#CC1(CNC2(COC2)C1)C)F